6-(4,6-dimethylpyrimidin-2-yl)-4,6-dimethyl-5-oxo-5,6,7,8-tetrahydroquinolin CC1=NC(=NC(=C1)C)C1(C(C=2C(=CC=NC2CC1)C)=O)C